NC1=NC(=NC=N1)C amino-6-methyl-1,3,5-triazine